C(C)[C@@H]1N(C[C@H](N(C1)C(C)C=1C=C2C=NN=CC2=CC1)CC)C=1C=2C(N(C(C1)=O)C)=CN(N2)CC#N 2-(7-((2S,5R)-2,5-diethyl-4-(1-(phthalazin-6-yl)ethyl)piperazin-1-yl)-4-methyl-5-oxo-4,5-dihydro-2H-pyrazolo[4,3-b]pyridin-2-yl)acetonitrile